tert-butyl 3-amino-5-(5,7-dichloro-6-(2-chloroethoxy)-3,4-dihydronaphthalen-1-yl)-1H-indazole-1-carboxylate NC1=NN(C2=CC=C(C=C12)C1=CCCC2=C(C(=C(C=C12)Cl)OCCCl)Cl)C(=O)OC(C)(C)C